C1NCC12CN(CC2)C2=C(N=NC=C2)OC2=C(C(=O)N(C(C)C)C(C)C)C=C(C=C2)F 2-((4-(2,6-Diazaspiro[3.4]oct-6-yl)pyridazin-3-yl)oxy)-5-fluoro-N,N-diisopropylbenzamide